6-(2-(5-cyclopropyl-3-(2-(trifluoromethyl)phenyl)isoxazol-4-yl)-7-azaspiro[3.5]non-1-en-7-yl)-1-methyl-1H-indazole-3-carboxylic acid C1(CC1)C1=C(C(=NO1)C1=C(C=CC=C1)C(F)(F)F)C1=CC2(C1)CCN(CC2)C2=CC=C1C(=NN(C1=C2)C)C(=O)O